[Pd].ClC1=C(C=CC=C1)Cl o-dichlorobenzene, palladium salt